2-((2R,3R)-3-benzyl-1,4-dioxaspiro[4.4]non-2-yl)ethanol C(C1=CC=CC=C1)[C@@H]1[C@H](OC2(O1)CCCC2)CCO